N-cyanoguanidin C(#N)NC(=N)N